(5-(2-(cyclobutylmethyl)-7H-pyrrolo[2,3-d]pyrimidin-5-yl)pyrazolo[1,5-a]pyridin-3-yl)(piperidin-1-yl)methanone C1(CCC1)CC=1N=CC2=C(N1)NC=C2C2=CC=1N(C=C2)N=CC1C(=O)N1CCCCC1